6-((2-Methoxyethoxy)methyl)pyridazine-3-carboxylic acid methyl ester COC(=O)C=1N=NC(=CC1)COCCOC